tert-butyl (S)-2-(1-amino-5-carbamoyl-4-(4-(pyridin-2-ylcarbamoyl)phenyl)-1H-imidazol-2-yl)piperidine-1-carboxylate NN1C(=NC(=C1C(N)=O)C1=CC=C(C=C1)C(NC1=NC=CC=C1)=O)[C@H]1N(CCCC1)C(=O)OC(C)(C)C